4-(benzo[b]thiophen-2-yl)-3-methylene-5-phenethyldihydrofuran-2(3H)-one S1C2=C(C=C1C1C(C(OC1CCC1=CC=CC=C1)=O)=C)C=CC=C2